BrC1=CC=C(C=C1)[C@]12[C@](C3=C(C=NC=C3OC)O1)([C@H]([C@@H]([C@H]2C2=CC=CC=C2)CO)CNCC(F)F)O |r| Rac-(4bR,5R,6R,7S,7aR)-7a-(4-bromophenyl)-5-(((2,2-difluoroethyl)amino)methyl)-6-(hydroxymethyl)-4-methoxy-7-phenyl-5,6,7,7a-tetrahydro-4bH-cyclopenta[4,5]furo[2,3-c]pyridin-4b-ol